ClC=CCO\N=C(/CC)\C=1C(CC(CC1O)CC(C)SCC)=O (E)-2-[1-(3-chloroallyloxyimino)propyl]-5-[2-(ethylthio)propyl]-3-hydroxycyclohex-2-enone